CN1C[C@H](CC1)OC1=NC=CC(=C1)C1=CC=C2C(=N1)N1C(=N2)CC[C@@H]1C1=CC=CC=C1 (R)-2-(2-(((S)-1-methylpyrrolidin-3-yl)oxy)pyridin-4-yl)-8-phenyl-7,8-dihydro-6H-pyrrolo[2',1':2,3]imidazo[4,5-b]pyridine